CC1=C(C=CC=C1NC(C1=NC=C(C(=C1)OC)CNCCN=S1(CCCC1)=O)=O)C1=C(C(=CC=C1)NC(C1=NC=C(C(=C1)OC)CNCCN=S1(CCCC1)=O)=O)C N,N'-(2,2'-dimethyl-[1,1'-biphenyl]-3,3'-diyl)bis(4-methoxy-5-(((2-((1-oxidotetrahydro-1λ6-thiophen-1-ylidene)amino)ethyl)amino)methyl)picolinamide)